S-(2-(5,6-bis((4-methoxybenzyl)oxy)-1,3-dioxoisoindolin-2-yl)ethyl) ethanethioate C(C)(SCCN1C(C2=CC(=C(C=C2C1=O)OCC1=CC=C(C=C1)OC)OCC1=CC=C(C=C1)OC)=O)=O